(S)-2-((4-(3-(4-cyano-2-methoxyphenyl)-2,3-dihydrobenzo[b][1,4]dioxin-5-yl)piperidin-1-yl)methyl)-3-((1-(fluoromethyl)cyclopropyl)methyl)-3H-imidazo[4,5-b]pyridine-5-carboxylic acid C(#N)C1=CC(=C(C=C1)[C@@H]1OC2=C(OC1)C=CC=C2C2CCN(CC2)CC2=NC=1C(=NC(=CC1)C(=O)O)N2CC2(CC2)CF)OC